(R)-tert-butyl ((4-methyl-1-(3-(4-methyl-3,4-dihydro-1,5-naphthyridin-1(2H)-yl)-1H-pyrazolo[3,4-b]pyrazin-6-yl)piperidin-4-yl)methyl)carbamate CC1(CCN(CC1)C1=CN=C2C(=N1)NN=C2N2CC[C@H](C1=NC=CC=C21)C)CNC(OC(C)(C)C)=O